tert-Butyl (±)-3-(hydroxymethyl)-4-(4-methoxybenzyl)piperazine-1-carboxylate OC[C@H]1CN(CCN1CC1=CC=C(C=C1)OC)C(=O)OC(C)(C)C |r|